C[SiH](C)N(CC)CC dimethylsilyl-diethylamine